Dimethyl diselenide C[Se][Se]C